(3aS,7aS)-3a-methyl-2-(4-nitrophenoxy)hexahydrobenzo[d][1,3,2]oxathiaphosphole 2-sulfide C[C@@]12SP(O[C@H]1CCCC2)(OC2=CC=C(C=C2)[N+](=O)[O-])=S